C1=CC=CC=2N(CC3=C(C#CC21)C=CC=C3)C(CCC(=O)NCCCCC(=O)O)=O 5-{[4-(11,12-didehydrodibenzo[b,f]azocin-5(6H)-yl)-4-oxobutanoyl]amino}valeric acid